tert-butyl 2-(((1R,2R)-2-(hydroxymethyl)cyclopropyl)ethynyl)benzoate OC[C@H]1[C@@H](C1)C#CC1=C(C(=O)OC(C)(C)C)C=CC=C1